3-((cyclopropylmethyl)amino)-5-(2,5-difluorophenyl)-4H-benzo[e][1,2,4]thiadiazine 1,1-dioxide C1(CC1)CNC1=NS(C2=C(N1)C(=CC=C2)C2=C(C=CC(=C2)F)F)(=O)=O